C(CCCCCCC\C=C/CCCC)(=O)OCCCCCCCCCCCCCCCCCCCCCCCCCCC(C)C 27-methyloctacosyl myristoleate